[3-(3-Phenyloxybutyloxy)propyl]-N-methyl-carbamic acid tert-butyl ester C(C)(C)(C)OC(N(C)CCCOCCC(C)OC1=CC=CC=C1)=O